O.C(C1=CC(O)=C(O)C(O)=C1)(=O)O gallic acid mono-hydrate